tert-butyl ((R)-1-(((R)-3-(4-chloro-3-fluorophenoxy)-1-(4,4,5,5-tetramethyl-1,3,2-dioxaborolan-2-yl)propyl)amino)-3-methoxy-1-oxopropan-2-yl)carbamate ClC1=C(C=C(OCC[C@@H](B2OC(C(O2)(C)C)(C)C)NC([C@@H](COC)NC(OC(C)(C)C)=O)=O)C=C1)F